ClC[C@H]1C[C@H](N(CC1)C(=O)N[C@@H](C)\C=C\S(=O)(=O)C)C1=CC=CC=C1 (2S,4R)-4-(chloromethyl)-N-((S,E)-4-(methylsulfonyl)but-3-en-2-yl)-2-phenylpiperidine-1-carboxamide